3-bromo-2-methyl-4-nitropyridine BrC=1C(=NC=CC1[N+](=O)[O-])C